4-(N-(TERT-BUTOXYCARBONYL)METHYLSULFONAMIDO)PHENYLBORONIC ACID B(C1=CC=C(C=C1)N(C(=O)OC(C)(C)C)S(=O)(=O)C)(O)O